2-((tetrahydro-2H-pyran-4-yl)methyl)octahydrocyclopenta[c]pyrrol-5-amine O1CCC(CC1)CN1CC2C(C1)CC(C2)N